C[C@@H](CC)N1N=CC(=C1)C1=C(C(=O)OCC)C=C(C=C1F)NC(=O)C1(CC1)C1=C(C=C(C=C1)C(F)(F)F)F Ethyl 2-{1-[(2S)-butan-2-yl]-1H-pyrazol-4-yl}-3-fluoro-5-[({1-[2-fluoro-4-(trifluoromethyl) phenyl]cyclopropyl}carbonyl) amino]benzoate